CC(CC=CCCC(=O)O)CCCC(C)C 7,11-dimethyldodeca-4-enoic acid